3-(2-chloropyrimidin-4-yl)-8-azabicyclo[3.2.1]oct-2-ene-8-carboxylic acid tert-butyl ester C(C)(C)(C)OC(=O)N1C2C=C(CC1CC2)C2=NC(=NC=C2)Cl